ClC1=C(C=C2C=C(N=CC2=C1)NC(=O)C1C(C1)C1=NN(C=C1)C)C1CCN(CC1)[C@@]1(COC[C@@H]1O)C N-(7-chloro-6-(1-((3R,4R)-4-hydroxy-3-methyltetrahydrofuran-3-yl)piperidin-4-yl)isoquinolin-3-yl)-2-(1-methyl-1H-pyrazol-3-yl)cyclopropane-1-carboxamide